4-(6-(4-(1H-benzo[d]imidazol-2-yl)piperidin-1-yl)pyridin-3-yl)-6-(2-hydroxy-2-methylpropoxy)pyrazolo[1,5-a]pyridine-3-carbonitrile N1C(=NC2=C1C=CC=C2)C2CCN(CC2)C2=CC=C(C=N2)C=2C=1N(C=C(C2)OCC(C)(C)O)N=CC1C#N